O[C@@H](C=1N(C=2C(=C3CC[C@@H](N(C3=CC2)C(=O)OC)C)N1)[C@H]1C[C@@H](CCC1)C(=O)OC)C1=CC=CC=C1 methyl (7S)-2-[(R)-hydroxy(phenyl)methyl]-3-[(1R,3R)-3-(methoxycarbonyl)cyclohexyl]-7-methyl-3H,6H,7H,8H,9H-imidazo[4,5-f]quinoline-6-carboxylate